(2,6-Dichloropyridin-4-yl)methyl (S)-piperazine-2-carboxylate dihydrochloride Cl.Cl.N1[C@@H](CNCC1)C(=O)OCC1=CC(=NC(=C1)Cl)Cl